CC1=CC=C(C=C1)S(=O)(=O)[O-].CC1=[NH+]C(=CC=C1)C 2,6-dimethylpyridinium p-toluenesulfonate